ClC(C)(C)C=1C=C(CCCC(=O)Cl)C=CC1 3-(1-chloro-1-methylethyl)benzyl-propionyl chloride